NC1=C(C(NC2=C(C=CC=C12)B1OC(C(O1)(C)C)(C)C)=O)C(=O)NCCC 4-Amino-2-oxo-N-propyl-8-(4,4,5,5-tetramethyl-1,3,2-dioxaborolan-2-yl)-1H-quinoline-3-carboxamide